[4-(4-tert-butylpyrazol-1-yl)-2,6-difluoro-phenyl]-3'-(2-pyridinyl)spiro[cyclopropane-1,5'-imidazo[1,2-a]imidazol]-6'-one C(C)(C)(C)C=1C=NN(C1)C1=CC(=C(C(=C1)F)C1=NC=2N(C1C1=NC=CC=C1)C1(C(N2)=O)CC1)F